C(CC(=O)OCCC)(=O)OCCC dipropyl propanedioate